methyl 5-((tert-butyldimethylsilyl)oxy)-2-methylbenzoate [Si](C)(C)(C(C)(C)C)OC=1C=CC(=C(C(=O)OC)C1)C